(2S)-N-[5-[[(3R)-1-(5-Chloropyridazin-3-yl)pyrrolidin-3-yl]amino]-1,3,4-thiadiazol-2-yl]-2-methoxy-2-(4-methoxyphenyl)acetamide ClC=1C=C(N=NC1)N1C[C@@H](CC1)NC1=NN=C(S1)NC([C@H](C1=CC=C(C=C1)OC)OC)=O